ClC1=C(C=CC(=C1)CN(C(OC(C)(C)C)=O)CCC(=O)NCCCNC1=C2C=NN(C2=CC(=C1)C=1C(=NNC1)C)C1OCCCC1)C1=CC=CC=C1 tert-butyl ((2-chloro-[1,1'-biphenyl]-4-yl)methyl)(3-((3-((6-(3-methyl-1H-pyrazol-4-yl)-1-(tetrahydro-2H-pyran-2-yl)-1H-indazol-4-yl)amino)propyl)amino)-3-oxopropyl)carbamate